Methyl-(S,E)-(7-(dimethylamino)-1-((1-((4-fluoro-7-(2-methylprop-1-en-1-yl)-1H-pyrrolo[2,3-c]pyridin-2-yl)methyl)-2-oxo-1,2-dihydropyridin-3-yl)amino)-1,7-dioxohept-5-en-2-yl)carbamat COC(N[C@H](C(=O)NC=1C(N(C=CC1)CC1=CC=2C(=C(N=CC2F)C=C(C)C)N1)=O)CC\C=C\C(=O)N(C)C)=O